2,2'-[1,4-phenylenedi(oxymethylene)]bisoxirane Ethyl-1-((2-((3-cyano-4,5-dimethylthiophen-2-yl)amino)-2-oxoethyl)thio)cyclopropanecarboxylate C(C)OC(=O)C1(CC1)SCC(=O)NC=1SC(=C(C1C#N)C)C.C1(=CC=C(C=C1)OCC1OC1)OCC1OC1